(S)-N-(1-(6,7-difluoro-1-oxo-1,2-dihydroisoquinolin-4-yl)ethyl)-3-fluoro-N-isobutyl-4-(trifluoromethyl)benzamide FC=1C=C2C(=CNC(C2=CC1F)=O)[C@H](C)N(C(C1=CC(=C(C=C1)C(F)(F)F)F)=O)CC(C)C